(R)-6-Ethyl-2-(5-fluoropyridin-2-yl)-3-(1H-pyrazolo[3,4-b]pyridin-4-yl)-6,7-dihydro-4H-pyrazolo[5,1-c][1,4]oxazine C(C)[C@@H]1CN2C(CO1)=C(C(=N2)C2=NC=C(C=C2)F)C2=C1C(=NC=C2)NN=C1